BrC=1C=C2C3=C(N(C2=C(C1)I)CC)C(=NC=C3)C 6-bromo-9-ethyl-8-iodo-1-methyl-9H-pyrido[3,4-b]indole